thiacyclononane-5-one S1CCCC(CCCC1)=O